1-(4-formylphenyl)-3-methyl-N-[4-(trifluoromethoxy)phenyl]pyrazole-4-carboxamidine C(=O)C1=CC=C(C=C1)N1N=C(C(=C1)C(=N)NC1=CC=C(C=C1)OC(F)(F)F)C